3-[[3-[6-(3-cyano-5-methyl-pyrazol-1-yl)-5-(difluoromethoxy)-2-pyridyl]benzimidazol-5-yl]amino]-N,N,6-trimethyl-pyridazine-4-carboxamide C(#N)C1=NN(C(=C1)C)C1=C(C=CC(=N1)N1C=NC2=C1C=C(C=C2)NC=2N=NC(=CC2C(=O)N(C)C)C)OC(F)F